N-(1-(4-((R)-2-((tert-butyldimethylsilyl)oxy)propoxy)-6-((S)-3-methoxytetrahydrofuran-3-yl)pyridin-2-yl)-3-methyl-1H-pyrazolo[4,3-c]pyridin-6-yl)acetamide [Si](C)(C)(C(C)(C)C)O[C@@H](COC1=CC(=NC(=C1)[C@@]1(COCC1)OC)N1N=C(C=2C=NC(=CC21)NC(C)=O)C)C